C(C)OC=1C(=C(C=CC1)CNCC1=CC(=NC=C1)N1CCCCC1)OC N-[(3-ethoxy-2-methoxy-phenyl)methyl]-1-[2-(1-piperidyl)-4-pyridyl]methanamin